O(C1=CC=CC=C1)C1=CC=[14CH]C=C1 4-phenoxybenzene-14C